C(C)OCC1CNCCO1 2-(ethoxymethyl)morpholine